COC(=O)C1=C(C=NC=C1)NCC1CCCC2=CC(=C(C=C12)C)OC 3-{[(6-methoxy-7-methyl-1,2,3,4-tetrahydronaphthalen-1-yl)methyl]amino}pyridine-4-carboxylic acid methyl ester